((1S,4S,5S)-4-(2,6-dihydroxy-4-((R)-2-methyl-3-(trifluoromethyl)octan-2-yl)phenyl)-6,6-dimethylbicyclo[3.1.1]hept-2-en-2-yl)methyl pivalate C(C(C)(C)C)(=O)OCC=1[C@@H]2C([C@H]([C@H](C1)C1=C(C=C(C=C1O)C(C)([C@@H](CCCCC)C(F)(F)F)C)O)C2)(C)C